C(C)NS(=O)(=O)C1=C(C=CC(=C1)C1=NC=CN=C1SC1=CC=C(C=C1)C(F)(F)F)O N-ethyl-2-hydroxy-5-[3-[4-(trifluoromethyl)phenyl]sulfanylpyrazin-2-yl]benzenesulfonamide